5-[3-[[(4S)-1-[[3-[2-(tert-butoxycarbonylamino)ethylamino]phenyl]methylsulfonyl]-2,2-dimethyl-4-piperidyl]amino]phenyl]-3-(carboxymethoxy)-4-chloro-thiophene-2-carboxylic acid C(C)(C)(C)OC(=O)NCCNC=1C=C(C=CC1)CS(=O)(=O)N1C(C[C@H](CC1)NC=1C=C(C=CC1)C1=C(C(=C(S1)C(=O)O)OCC(=O)O)Cl)(C)C